CC1C(COC1)N(C([O-])=O)C=1N=CC2=C(C(=C(C=C2C1)C=1C=NC=C(C1C)N)F)N 4-Methyltetrahydrofuran-3-yl(8-amino-6-(5-amino-4-methylpyridin-3-yl)-7-fluoroisoquinolin-3-yl)carbamate